tert-butyl (S)-3-((2-chloro-4-(N-(4-methoxybenzyl)-N-(thiazol-4-yl)sulfamoyl)phenyl)amino)pyrrolidine-1-carboxylate ClC1=C(C=CC(=C1)S(N(C=1N=CSC1)CC1=CC=C(C=C1)OC)(=O)=O)N[C@@H]1CN(CC1)C(=O)OC(C)(C)C